tert-butyl 4-[[4-[(3R,5R)-5-[(6-bromo-5-oxo-thiazolo[3,2-a]pyrimidin-7-yl)amino]-1-methyl-3-piperidyl]phenoxy]methyl]piperidine-1-carboxylate BrC1=C(N=C2N(C1=O)C=CS2)N[C@@H]2C[C@@H](CN(C2)C)C2=CC=C(OCC1CCN(CC1)C(=O)OC(C)(C)C)C=C2